BrC1=CC=2C(N=C1OC1CC1)=NN(C2)C21COC(C2)(C1)C 5-bromo-6-cyclopropoxy-2-(1-methyl-2-oxabicyclo[2.1.1]hexan-4-yl)-2H-pyrazolo[3,4-b]pyridine